C(C=C)N1C(=O)NC(=O)C1(C)C allyl-5,5-dimethylhydantoin